CC1=CC=C2C(NN=C(C2=C1)C1=CC2=C(NC(=N2)NC(CCC)=O)C=C1)=O N-(5-(7-methyl-4-oxo-3,4-dihydrophthalazin-1-yl)-1H-benzimidazol-2-yl)butyramide